N-(2-hydroxyethyl)-4-(2-(pyrimidin-4-ylmethyl)-2H-tetrazol-5-yl)benzenesulfonamide OCCNS(=O)(=O)C1=CC=C(C=C1)C=1N=NN(N1)CC1=NC=NC=C1